COC(C1=CC(=C(C=C1)N)C=O)=O 4-amino-3-formylbenzoic acid methyl ester